Tert-Butyl (1R,4R,5R)-2-(6-fluoro-8-(methylamino)-2-(2-methylpyrimidin-5-yloxy)-9H-pyrimido[4,5-b]indol-4-yl)-2-azabicyclo[2.2.1]heptan-5-ylcarbamate FC=1C=C2C3=C(NC2=C(C1)NC)N=C(N=C3N3[C@H]1C[C@H]([C@@H](C3)C1)NC(OC(C)(C)C)=O)OC=1C=NC(=NC1)C